methyl 5-amino-2-((6-fluoro-2-methylpyridin-3-yl) oxy)-4-methylnicotinate NC=1C=NC(=C(C(=O)OC)C1C)OC=1C(=NC(=CC1)F)C